N-[2,4-Difluoro-3-[5-(6-piperazin-1-yl-3-pyridyl)-1H-pyrrolo[2,3-b]pyridine-3-carbonyl]phenyl]butane-2-sulfonamide FC1=C(C=CC(=C1C(=O)C1=CNC2=NC=C(C=C21)C=2C=NC(=CC2)N2CCNCC2)F)NS(=O)(=O)C(C)CC